5-((1-(4-(3-(Ethylamino)pyrrolidin-1-yl)phenyl)-1H-imidazol-4-yl)amino)pyrazine-2-carbonitrile C(C)NC1CN(CC1)C1=CC=C(C=C1)N1C=NC(=C1)NC=1N=CC(=NC1)C#N